5-(4-(3-(7-fluoro-1-oxo-1,2-dihydroisoquinolin-3-yl)propyl)piperazin-1-yl)picolinonitrile FC1=CC=C2C=C(NC(C2=C1)=O)CCCN1CCN(CC1)C=1C=CC(=NC1)C#N